NC1=NC=C(C2=C1C(=C(N2C)C2=CC=C(C=C2)NC(=O)C(=C)F)C2=CC(=C(C(=O)NCC1(CC1)F)C=C2)OC)C#CC(C)(C)O 4-(4-amino-2-{4-[(2-fluoroacrylamino)]phenyl}-7-(3-hydroxy-3-methylbut-1-ynyl)-1-methylpyrrolo[3,2-c]pyridin-3-yl)-N-[(fluorocyclopropyl)methyl]-2-methoxybenzamide